3,5-di-tert-butyl-4-hydroxy-benzyl-benzol C(C)(C)(C)C=1C=C(CC2=CC=CC=C2)C=C(C1O)C(C)(C)C